4-hydroxy-3,4-dihydro-1H-pyrano[3,4-c]pyridine-8-carboxylic acid ethyl ester C(C)OC(=O)C=1N=CC=C2C1COCC2O